C12CN(CC(N1)C2)C=2C=CC(=C(C(=O)NC1(CC1)C1=CC(=NC3=CC=CC=C13)C=1C=NN(C1)C)C2)C 5-(3,6-diazabicyclo[3.1.1]heptan-3-yl)-2-methyl-N-(1-(2-(1-methyl-1H-pyrazol-4-yl)quinolin-4-yl)cyclopropyl)benzamide